N-methyl D-aspartate CN[C@H](CC(=O)O)C(=O)O